FC=1C=C2C(=CN=C(C2=CC1F)OC)C(C)=O 1-(6,7-difluoro-1-methoxy-4-isoquinolinyl)ethanone